(R)-2-amino-3-hydroxy-N-(1-(m-tolyl)-1H-indazol-6-yl)propanamide hydrochloride Cl.N[C@@H](C(=O)NC1=CC=C2C=NN(C2=C1)C=1C=C(C=CC1)C)CO